N-(((1S,2S,4S)-2-allyl-4-(((tert-butyldiphenylsilyl)oxy)methyl)cyclohexyl)carbamoyl)-4-methylbenzenesulfonamide C(C=C)[C@@H]1[C@H](CC[C@@H](C1)CO[Si](C1=CC=CC=C1)(C1=CC=CC=C1)C(C)(C)C)NC(=O)NS(=O)(=O)C1=CC=C(C=C1)C